(1,1,3,3-tetramethyldisiloxane-1,3-diyl)bis(propane) C[Si](O[Si](C)(C)CCC)(C)CCC